NC1=C2C(=NC=N1)N(N=C2C2=CC1=C(OCO1)C=C2)C(C)C2=NC1=CC=CC(=C1C(N2C2CCC2)=O)F 2-(1-(4-amino-3-(benzo[d][1,3]dioxol-5-yl)-1H-pyrazolo[3,4-d]pyrimidin-1-yl)ethyl)-3-cyclobutyl-5-fluoroquinazolin-4(3H)-one